ClC1=CC(=C(C=C1)[C@@]1(OC2=C(O1)C=CC=C2C2CCN(CC2)CC2=C(C=C(N=N2)C#N)N2CC(OCC2)C)C)F 6-((4-((S)-2-(4-chloro-2-fluorophenyl)-2-methylbenzo[D][1,3]dioxol-4-yl)piperidin-1-yl)methyl)-5-(2-methylmorpholino)pyridazine-3-carbonitrile